2-bromo-6-(4-chlorophenylethoxy)naphthalene BrC1=CC2=CC=C(C=C2C=C1)OCCC1=CC=C(C=C1)Cl